BrC=1C=C(C=C2CN(C(C12)=O)C1C(NC(CC1)=O)=O)OC(F)(F)F 3-(7-bromo-1-oxo-5-(trifluoromethoxy)isoindolin-2-yl)piperidine-2,6-dione